14-Bromotetradecanoic acid ethyl ester C(C)OC(CCCCCCCCCCCCCBr)=O